COC1=CC(=CC2=CC=CC=C12)N 4-methoxy-β-naphthylamine